1-(6-((4-((7,8-difluoroquinolin-3-yl)amino)pyrimidin-2-yl)amino)indolin-1-yl)-2-(dimethylamino)ethan-1-one FC1=CC=C2C=C(C=NC2=C1F)NC1=NC(=NC=C1)NC1=CC=C2CCN(C2=C1)C(CN(C)C)=O